N-(2,6-Dioxopiperidin-3-yl)-6-(3-(5-(8-((R)-8-ethyl-4-methyl-2-oxo-2,3,4,5-tetrahydro-1H-benzo[b][1,4]diazepin-6-yl)isoquinolin-3-yl)picolinamido)prop-1-yn-1-yl)picolinamide O=C1NC(CCC1NC(C1=NC(=CC=C1)C#CCNC(C1=NC=C(C=C1)C=1N=CC2=C(C=CC=C2C1)C1=CC(=CC=2NC(C[C@H](NC21)C)=O)CC)=O)=O)=O